CN1CC2(C(N(C=3C=NC=4C=CC=CC4C32)C)=O)C1 1,3'-Dimethyl-2'-oxo-2',3'-dihydrospiro[azetidine-3,1'-pyrrolo[2,3-c]quinolin]